[In].[Sn].[Pb].[Cd].[Bi] Bismuth-Cadmium-Lead-Tin-Indium